cis-tert-butyl-4-{6-bromo-4-oxothieno[3,2-d]pyrimidin-3-yl}-3-fluoropiperidine-1-carboxylate C(C)(C)(C)OC(=O)N1C[C@H]([C@H](CC1)N1C=NC2=C(C1=O)SC(=C2)Br)F